methyl-9-(2-((2-(cyclohex-1-en-1-yl)ethyl)amino)pyrimidin-5-yl)-6,7-dimethoxynaphtho[2,3-c]furan-1(3H)-one CC1C2=C(C(O1)=O)C(=C1C=C(C(=CC1=C2)OC)OC)C=2C=NC(=NC2)NCCC2=CCCCC2